C1(CC1)C1=C(C=C(C(=O)N(C)OC)C=C1F)F 4-cyclopropyl-3,5-difluoro-N-methoxy-N-methylbenzamide